CC1=NC=C(C=C1OC1=CC(=CC=C1)C(F)(F)F)C=C 2-methyl-3-[3-(trifluoromethyl)phenoxy]-5-vinyl-pyridine